ClC=1C(=C(CN2[C@@H](C[C@@](CC2)(C(=O)O)CC2=NC(=C(C(=C2)C=2SC=CN2)F)NC2=NNC(=C2)C)C)C=CC1)F (2R,4R)-1-(3-chloro-2-fluorobenzyl)-4-((5-fluoro-6-((5-methyl-1H-pyrazol-3-yl)amino)-4-(thiazol-2-yl)pyridin-2-yl)methyl)-2-methylpiperidine-4-carboxylic acid